C(CCCCCCCC)(=O)OC(CSCCCCCC(CCCCCSCC(CCCCCC)OC(CCCCCCCC)=O)N(C)CCCCO)CCCCCC ((6-((4-Hydroxybutyl)(methyl)amino)undecane-1,11-diyl)bis(sulfanediyl))bis-(octane-1,2-diyl) dinonanoate